1,3-dichloro-1,3-dimethyl-1,3-divinyl-disiloxane Cl[Si](O[Si](C=C)(C)Cl)(C=C)C